O=C1NC(CC[C@H]1N1CC2=CC=C(C=C2C1=O)CNC(OC[C@@H]1O[C@@H](CC1)C)=O)=O |&1:6| rac-[(2R,5R)-5-methyloxolan-2-yl]methyl N-{[2-(2,6-dioxopiperidin-3-yl)-3-oxo-2,3-dihydro-1H-isoindol-5-yl]methyl}carbamate